3-((3-exo)-3-((2-((5-methyl-1H-pyrazol-3-yl)amino)-6,7-dihydro-[1,4]dioxino[2,3-d]pyrimidin-4-yl)amino)-8-azabicyclo[3.2.1]oct-8-yl)propionitrile CC1=CC(=NN1)NC=1N=C(C2=C(N1)OCCO2)NC2CC1CCC(C2)N1CCC#N